NOCC(=O)NCCN1C(C=CC1=O)=O 2-(aminooxy)-N-(2-(2,5-dioxo-2,5-dihydro-1H-pyrrol-1-yl)ethyl)acetamide